2-(4-bromo-2-methoxyphenyl)-5-(trifluoromethyl)pyrazol BrC1=CC(=C(C=C1)N1N=C(C=C1)C(F)(F)F)OC